3-(3-methyl-2-(1-methyl-1H-pyrazol-4-yl)-1H-pyrrolo[2,3-b]pyridin-4-yl)-3,8-diazabicyclo[3.2.1]octane-8-carboxylic acid tert-butyl ester C(C)(C)(C)OC(=O)N1C2CN(CC1CC2)C2=C1C(=NC=C2)NC(=C1C)C=1C=NN(C1)C